(2e)-N-isopropyl-3,7-dimethylocta-2,6-dien-1-imine oxide C(C)(C)[N+](=C\C=C(\CCC=C(C)C)/C)[O-]